N1=C(C=NC=C1)N1N=C(C2=C1C1CCC(C2)O1)C(=O)O 1-(pyrazin-2-yl)-1,4,5,6,7,8-hexahydro-5,8-epoxycyclohepta[c]pyrazole-3-carboxylic acid